ClC1=CC=C(C=C1)N1C(=NC(=C1C(=O)OCC)C)C ethyl 1-(4-chlorophenyl)-2,4-dimethyl-1H-imidazole-5-carboxylate